CC1=C(C(C2=CC=CC=C2C1=O)=O)CC1=[N+](C=C(C=C1)C(F)(F)F)[O-] ((3-methyl-1,4-dioxo-1,4-dihydronaphthalen-2-yl)methyl)-5-(trifluoromethyl)pyridine 1-oxide